C1NCC12CC(C2)NC2=CC=CC1=C2SC(=C1CC(F)(F)F)C#CCNC1=C(C=C(C=C1)P(C)(C)=O)OC (4-((3-(7-((2-azaspiro[3.3]heptan-6-yl)amino)-3-(2,2,2-trifluoroethyl)benzo[b]thiophen-2-yl)prop-2-yn-1-yl)amino)-3-methoxyphenyl)dimethylphosphine oxide